NC1CCC(CC1)CC1CCN(CC1)C1=C(C=C(C=C1)NC1C(NC(CC1)=O)=O)F 3-((4-(4-((4-aminocyclohexyl)methyl)piperidin-1-yl)-3-fluorophenyl)amino)piperidine-2,6-dione